OXOPYRROLIDINE O=C1NCCC1